O=C1N(CCC1)[C@H]1C(=NN(C1)C(=O)N[C@H](C)C1=CC2=C(C=C1)OCO2)C2=CC=C(C=C2)C (R)-4-(2-oxopyrrolidin-1-yl)-3-(4-methylphenyl)-N-((R)-1-(3,4-(methylenedioxy)phenyl)ethyl)-4,5-dihydro-1H-pyrazol-1-carboxamide